2-[(1R)-1-(4-chlorophenyl)-2-[(5-chloropyridin-2-yl)methyl]-1-methoxy-3-oxo-2,3-dihydro-1H-isoindol-5-yl]-2-hydroxy-N-(1-methyl-1H-pyrazol-4-yl)propanamide ClC1=CC=C(C=C1)[C@@]1(N(C(C2=CC(=CC=C12)C(C(=O)NC=1C=NN(C1)C)(C)O)=O)CC1=NC=C(C=C1)Cl)OC